C(=O)(O)C1=C(C=CC=C1)SSC1=C(C(=O)O)C=CC=C1 2-[(2-carboxyphenyl)disulfanyl]benzoic acid